ClC=1C(=NC(=NC1)NC1CCOCC1)C=1C=C2C(N(C(C2=CC1)C)CC(=O)N[C@H](CO)C1=CC(=CC=C1)OC)=O 2-(5-{5-chloro-2-[(oxan-4-yl)amino]pyrimidin-4-yl}-1-methyl-3-oxo-2,3-dihydro-1H-isoindol-2-yl)-N-[(1S)-2-hydroxy-1-(3-methoxyphenyl)ethyl]acetamide